1-(3-(tert-butyl)-1-phenyl-1H-pyrazol-5-yl)-3-(2,5-difluoro-4-((3-keto-3,4-dihydropyrido[2,3-b]pyrazin-8-yl)oxy)phenyl)urea C(C)(C)(C)C1=NN(C(=C1)NC(=O)NC1=C(C=C(C(=C1)F)OC1=CC=NC=2NC(C=NC21)=O)F)C2=CC=CC=C2